C(CCCC=C)N1N=C2C(=N1)C(=CC=C2[Si](C)(C)C)[Si](C)(C)C 2-(hex-5-en-1-yl)-4,7-bis(trimethylsilyl)-2H-benzo[d][1,2,3]triazole